FC1(OC2=C(O1)C=CC(=C2)C(C)SC=2C=C(C=CC2)B(O)O)F [3-[1-(2,2-difluoro-1,3-benzodioxol-5-yl)ethylsulfanyl]phenyl]boronic acid